5-(2-fluoro-4-(trifluoromethyl)phenyl)-2,3-dimethyl-7-((2S)-2-(1-methyl-1H-pyrazol-4-yl)-4-morpholinyl)pyrido[4,3-d]pyrimidin-4(3H)-one FC1=C(C=CC(=C1)C(F)(F)F)C1=NC(=CC=2N=C(N(C(C21)=O)C)C)N2C[C@@H](OCC2)C=2C=NN(C2)C